N1(CCNCC1)C1=CC=C(C=N1)C=1C=2N(C=C(C1)OCC=1C=NC=CC1)N=CC2C#N 4-(6-(Piperazin-1-yl)pyridin-3-yl)-6-(pyridin-3-ylmethoxy)pyrazolo[1,5-a]pyridine-3-carbonitrile